CC=1SC=2N3C(=NN=C3[C@@H](N=C(C2C1C)C1=CC=C(C=C1)CCCOC1CCN(CC1)C(=O)OC(C)(C)C)C)C tert-butyl 4-[3-[4-[(9S)-4,5,9,13-tetramethyl-3-thia-1,8,11,12-tetrazatricyclo[8.3.0.02,6]trideca-2(6),4,7,10,12-pentaen-7-yl]phenyl]propoxy]piperidine-1-carboxylate